FC1(CCC2(CC2C1)CN1N=C(C(=C1C(=O)NC1=CC(=NC=C1)S(N)(=O)=O)C)C(C)(F)F)F 1-((4,4-difluorobicyclo[4.1.0]heptan-1-yl)methyl)-3-(1,1-difluoroethyl)-4-methyl-N-(2-sulfamoylpyridin-4-yl)-1H-pyrazole-5-carboxamide